dimethylsilyl(2-phenyl-inden-1-yl)(2,3,4,5-tetramethylcyclopentyl)hafnium C[SiH](C)[Hf](C1C(C(C(C1C)C)C)C)C1C(=CC2=CC=CC=C12)C1=CC=CC=C1